FC1=C(C=CC(=C1)F)C1=CC(=C(C=C1)OC)NC1=NC=NC2=CC(=C(C=C12)OC1CC2(CN(C2)C(C=C)=O)CC1)OC 1-(6-((4-((2',4'-difluoro-4-methoxy-[1,1'-biphenyl]-3-yl)amino)-7-methoxy-quinazolin-6-yl)oxy)-2-azaspiro[3.4]octan-2-yl)prop-2-en-1-one